C1(=CC=C(C=C1)NC(\C=C\C(=O)O)=O)C N-para-tolyl-fumaric acid amide